trimethyl-benzoyl-potassium hypophosphite [PH2](=O)O.CC1=C(C(=C(C(=O)[K])C=C1)C)C